BrC=1C(N2[C@H]([C@H](CCC2=CC1)NC(=O)[C@H]1OCCC1)CC=1C=C(C=CC1)C1=CC(=CC=C1)F)=O |&1:4,5| (2S)-N-{(3SR,4SR)-7-bromo-4-[(3'-fluoro[1,1'-biphenyl]-3-yl)methyl]-6-oxo-1,3,4,6-tetrahydro-2H-quinolizin-3-yl}oxolane-2-carboxamide